6-methyl-2,4,6,7-tetrahydro-5H-pyrazolo[4,3-c]Pyridine CC1CC=2C(CN1)=CNN2